xylenesulphonate C1(C(C=CC=C1)C)(C)S(=O)(=O)[O-]